C(#N)CN1C2=C(OCC1=O)C(=CC(=C2)C(=O)N[C@H](C)C=2C=NC(=NC2)C(F)(F)F)C=2SC(=CN2)C (R)-4-(cyanomethyl)-8-(5-methylthiazol-2-yl)-3-oxo-N-(1-(2-(trifluoromethyl)pyrimidin-5-yl)ethyl)-3,4-dihydro-2H-benzo[b][1,4]oxazine-6-carboxamide